N-(6-chloropyridin-2-yl)-5,5-difluoro-1-(3-fluoro-5-(pyridin-4-yl)benzoyl)piperidine-3-carboxamide ClC1=CC=CC(=N1)NC(=O)C1CN(CC(C1)(F)F)C(C1=CC(=CC(=C1)C1=CC=NC=C1)F)=O